NC1=NC2=C(N1[C@H]1CN(CCCC1)C(=O)OC(C)(C)C)C(=CC=C2)C tert-butyl (R)-3-(2-amino-7-methyl-1H-benzo[d]imidazol-1-yl)azepane-1-carboxylate